[4-(5-Amino-6-methoxy-indazol-2-yl)cyclohexyl]methanol NC1=CC2=CN(N=C2C=C1OC)C1CCC(CC1)CO